C(C)(=O)NC1=C(C=C(C=C1)C1=C(C(=CC=C1)C1=CC(=NC=C1)N1CCN(CC1)C(=O)OC(C)(C)C)OC)F tert-butyl 4-(4-(4'-acetamido-3'-fluoro-2-methoxy-[1,1'-biphenyl]-3-yl)pyridin-2-yl)piperazine-1-carboxylate